ClC1=CC=C(C=C1)C=1N=C(N(C1C1=CC=NC=C1)CC(=O)N1CCC2(CN(C2)C)CC1)C1CC1 2-[4-(4-chlorophenyl)-2-cyclopropyl-5-(pyridin-4-yl)-1H-imidazol-1-yl]-1-{2-methyl-2,7-diazaspiro[3.5]nonan-7-yl}ethan-1-one